bis(2,3-dichlorophenyl)-4,4',5,5'-tetraphenylbiimidazole ClC1=C(C=CC=C1Cl)C1(N=C(C(=N1)C1=CC=CC=C1)C1=CC=CC=C1)C1(N=C(C(=N1)C1=CC=CC=C1)C1=CC=CC=C1)C1=C(C(=CC=C1)Cl)Cl